4-Hydroxy-2-(3-methyl-5-(methyl(tetrahydro-2H-pyran-4-yl)amino)-1H-pyrazolo[3,4-c]pyridin-1-yl)benzonitrile OC1=CC(=C(C#N)C=C1)N1N=C(C=2C1=CN=C(C2)N(C2CCOCC2)C)C